Cl.C(C)OC(=O)C=1C(=NN2C1CN([C@@H](C2)C)C(C2=CC(=C(C=C2)Cl)Cl)=O)[C@@H](CN)C.CN2N=NC(=C2)NC(C)=O N-(1-methyl-1H-1,2,3-triazol-4-yl)acetamide (R)-ethyl-2-((R)-1-aminopropan-2-yl)-5-(3,4-dichlorobenzoyl)-6-methyl-4,5,6,7-tetrahydropyrazolo[1,5-a]pyrazine-3-carboxylate hydrochloride